3-Nitropyridine-2,4-diol [N+](=O)([O-])C=1C(=NC=CC1O)O